CN(CCN1N=CC(=C1)C1=C2C(=NC=C1)C(=NN2C2CN(C2)C(C(=C)F)=O)C2=CC=C(C=C2)C(F)(F)F)C 1-(3-(7-(1-(2-(dimethylamino)ethyl)-1H-pyrazol-4-yl)-3-(4-(trifluoromethyl)phenyl)-1H-pyrazolo[4,3-b]pyridin-1-yl)azetidin-1-yl)-2-fluoroprop-2-en-1-one